FC=1C(=C(C(=O)N[C@@H]2[C@@H](C2)C)C=C(C1F)CC1=C(C(=NC=C1)NS(NC)(=O)=O)F)NC1=C(C=C(C=C1)I)F |r| 3,4-Difluoro-2-(2-fluoro-4-iodoanilino)-5-[[3-fluoro-2-(methylsulfamoylamino)pyridin-4-yl]methyl]-N-[(1S,2R)-(+/-)-2-methylcyclopropyl]benzamide